C(#N)C1=C(C=CC(=C1)C(F)(F)F)N1CCC(CC1)(C=1C=CC(=NC1)C=1C(=NC=CC1)OCC)NC(=O)N[C@H]1CN(CC1)C 1-{1-[2-cyano-4-(trifluoromethyl)phenyl]-4-{2'-ethoxy-[2,3'-bipyridinyl]-5-yl}piperidin-4-yl}-3-[(3R)-1-methylpyrrolidin-3-yl]urea